ONC(=O)C=1C=CC2=C(OCC(N2CC2=CC=C(C=C2)OC)=O)C1 N-hydroxy-4-(4-methoxybenzyl)-3-oxo-3,4-dihydro-2H-benzo[b][1,4]oxazine-7-carboxamide